tin-nickel sulfide [Ni]=S.[Sn]